tert-butyl 4-[7-bromo-6-chloro-2-(2,2-dimethoxyethoxy)-8-fluoro-quinazolin-4-yl]piperazine-1-carboxylate BrC1=C(C=C2C(=NC(=NC2=C1F)OCC(OC)OC)N1CCN(CC1)C(=O)OC(C)(C)C)Cl